(Z)-3-(dimethylamino)-1-(m-tolyl)propanediol CN(CCC(O)(O)C=1C=C(C=CC1)C)C